7-chloro-3-methylbenzofuran-2-carboxylic acid ClC1=CC=CC=2C(=C(OC21)C(=O)O)C